N,N,N-trimethyl-N-hexylammonium tetrafluoroborate F[B-](F)(F)F.C[N+](CCCCCC)(C)C